C=1N=CN2C1C1=CC=CC=C1[C@H]2[C@H]2[C@@H](C=1C=CC=NC1CC2)O (5S,6S)-6-((R)-5H-imidazo[5,1-a]isoindol-5-yl)-5,6,7,8-tetrahydroquinolin-5-ol